1-((2-chlorothiazol-5-yl)methyl)-3-(1-methyl-1H-indol-3-yl)-9-methyl-4-oxo-4H-pyrido[1,2-a]pyrimidinium ClC=1SC(=CN1)C[N+]1=C2N(C(C(=C1)C1=CN(C3=CC=CC=C13)C)=O)C=CC=C2C